3-Aminoethylthiophene NCCC1=CSC=C1